S-nitroso-N-acetyl-L-cysteine isopropyl ester C(C)(C)OC([C@@H](NC(C)=O)CSN=O)=O